2-(benzofuran-2-yl)-4-hydroxy-5-methoxyisophthalonitrile O1C(=CC2=C1C=CC=C2)C2=C(C#N)C=C(C(=C2C#N)O)OC